4-bromo-1-(3-fluoro-4-methylphenyl)pyrazole BrC=1C=NN(C1)C1=CC(=C(C=C1)C)F